((1R,4R)-4-(3-chloro-4-cyanophenoxy)cyclohexyl)-6-((R)-2-((4-(4-(((S)-2,6-dioxopiperidin-3-yl)carbamoyl)-3-fluorophenyl)piperazin-1-yl)methyl)morpholino)pyridazine-3-carboxamide ClC=1C=C(OC2CCC(CC2)C2=C(N=NC(=C2)N2C[C@H](OCC2)CN2CCN(CC2)C2=CC(=C(C=C2)C(N[C@@H]2C(NC(CC2)=O)=O)=O)F)C(=O)N)C=CC1C#N